The molecule is a mannosylinositol phosphorylceramide compound having a tetracosanoyl group amide-linked to a C20 phytosphingosine base, with hydroxylation at C-2 and C-3 of the C24 very-long-chain fatty acid. It derives from an Ins-1-P-Cer(t20:0/2,3-OH-24:0). CCCCCCCCCCCCCCCCCCCCCC(C(C(=O)N[C@@H](COP(=O)(O)O[C@@H]1[C@@H]([C@@H]([C@H]([C@@H]([C@H]1OC2[C@H]([C@H]([C@@H]([C@H](O2)CO)O)O)O)O)O)O)O)[C@@H](C(CCCCCCCCCCCCCCCC)O)O)O)O